3-(2,4-dioxotetrahydropyrimidin-1(2H)-yl)-4-methylbenzoic acid O=C1N(CCC(N1)=O)C=1C=C(C(=O)O)C=CC1C